C[C@@H]1O[C@@H](CN(C1)C1=CC=CC(=N1)C1=NC2=CC(=NC=C2C=C1)CNC(=O)C1=CC2=C(N1)C(=CO2)S(=O)(=O)C)C N-((2-(6-((2S,6R)-2,6-dimethylmorpholino)pyridin-2-yl)-1,6-naphthyridin-7-yl)methyl)-3-(methylsulfonyl)-4H-furo[3,2-b]pyrrole-5-carboxamide